O=C1NC(CCC1N1C(C2=CC=CC(=C2C1)NC(CCC)=O)=O)=O N-[2-(2,6-dioxopiperidin-3-yl)-1-oxoisoindol-4-yl]butanamide